BrC1=CC(=C2C=C(NC2=C1)C(=O)OCC)Cl Ethyl 6-bromo-4-chloro-1H-indole-2-carboxylate